methylnitronitrosoguanidine CN(C(=N)N[N+](=O)[O-])N=O